BrC1=C(C=C(C2=C1OCCO2)C(=O)OC)F methyl 8-bromo-7-fluoro-2,3-dihydrobenzo[b][1,4]dioxine-5-carboxylate